2-isopropyl-6,7-dihydro-5H-8-quinolinone C(C)(C)C1=NC=2C(CCCC2C=C1)=O